4-(6-((4-methoxybenzyl)oxy)-2-(2-(1-phenylethyl)pyrrolidin-1-yl)pyrimidin-4-yl)morpholine COC1=CC=C(COC2=CC(=NC(=N2)N2C(CCC2)C(C)C2=CC=CC=C2)N2CCOCC2)C=C1